4-[5-(3,5-Dichlorophenyl)-4,5-dihydro-5-(trifluoromethyl)-3-isoxazolyl]-2-methyl-N-(trans-1-oxido-3-thietanyl)benzamid ClC=1C=C(C=C(C1)Cl)C1(CC(=NO1)C1=CC(=C(C(=O)NC2CS(C2)=O)C=C1)C)C(F)(F)F